FC=1C=CC(=C2C=CNC12)C=O (7-fluoro-1H-indol-4-yl)methanone